ClC=1C(=NN(C1C=O)C[C@@H](C(C)(C)C)NC(OC(C)(C)C)=O)OCCCOC (R)-tert-butyl (1-(4-chloro-5-formyl-3-(3-methoxypropoxy)-1H-pyrazol-1-yl)-3,3-dimethylbutan-2-yl)carbamate